L-glycyl-L-tryptophan NCC(=O)N[C@@H](CC1=CNC2=CC=CC=C12)C(=O)O